O1CCN(CC1)C=1C2=C(N=CN1)N(C(=C2)C2=CC=C(C=C2)NC=2C=NC(=NC2)N2CC(CCC2)S(=O)(=O)\C=C\C)COCC[Si](C)(C)C (E)-N-(4-(4-morpholino-7-((2-(trimethylsilyl)ethoxy)methyl)-7H-pyrrolo[2,3-d]pyrimidin-6-yl)phenyl)-2-(3-(prop-1-en-1-ylsulfonyl)piperidin-1-yl)pyrimidin-5-amine